[N+](=O)([O-])C1=CC=C(C=C1)P(=O)(C1=CC=C(C=C1)[N+](=O)[O-])Cl Bis(4-nitrophenyl)phosphoryl chloride